(R)-2-(2-((tert-butyldimethylsilyl)oxy)ethyl)-5-oxopyrrolidine-1-carboxylic acid tert-butyl ester C(C)(C)(C)OC(=O)N1[C@H](CCC1=O)CCO[Si](C)(C)C(C)(C)C